[1-(5-deoxy-β-D-ribofuranosyl)-5-fluoro-2-oxo-1,2-dihydropyrimidin-4-yl]carbamic acid pentyl ester C(CCCC)OC(NC1=NC(N(C=C1F)[C@H]1[C@H](O)[C@H](O)[C@H](O1)C)=O)=O